C1(CC1)C([C@@H](C(=O)NC1=NC(=C(C=C1)C=1C(=NN(C1C)COCC[Si](C)(C)C)C)F)NC(=O)C=1C(=NOC1)C(C)C)C1CC1 N-[(1S)-1-(dicyclopropylmethyl)-2-[[5-[3,5-dimethyl-1-(2-trimethylsilylethoxymethyl)pyrazol-4-yl]-6-fluoro-2-pyridyl]amino]-2-oxo-ethyl]-3-isopropyl-isoxazole-4-carboxamide